COC(=O)C=1C=C(C2=C(N(C(=N2)CCl)C[C@H]2OCC2)C1)Cl (S)-4-chloro-2-(chloromethyl)-1-(oxetan-2-ylmethyl)-1H-benzo[d]imidazole-6-carboxylic acid methyl ester